3-(3-ethyl-4-oxo-spiro[6,8-dihydro-5H-pyrazolo[4,3-c]azepine-7,4'-tetrahydropyran]-1-yl)propyl 2,6-dimethylpyridine-4-carboxylate CC1=NC(=CC(=C1)C(=O)OCCCN1N=C(C=2C(NCC3(CCOCC3)CC21)=O)CC)C